1-Tert-butyl 3-(7-(6-ethyl-2-methylpyridin-3-yl)-1-isobutyl-5-(1-methyl-1,4,5,6-tetrahydropyrrolo[3,4-c]pyrazole-5-carbonyl)-1H-indol-2-yl)-5,6-dihydropyridine-1(2H)-carboxylate C(C)C1=CC=C(C(=N1)C)C=1C=C(C=C2C=C(N(C12)CC(C)C)C=1CN(CCC1)C(=O)OC(C)(C)C)C(=O)N1CC=2N(N=CC2C1)C